(S)-8-(2-methyl-6-((R)-2,2,2-trifluoro-1-(4-(2-methoxypyrimidin-5-yl)-2-(3-methyl-1H-pyrazol-1-yl)phenyl)ethoxy)pyrimidin-4-yl)-2,8-diazaspiro[4.5]decane-3-carboxylic acid CC1=NC(=CC(=N1)N1CCC2(C[C@H](NC2)C(=O)O)CC1)O[C@@H](C(F)(F)F)C1=C(C=C(C=C1)C=1C=NC(=NC1)OC)N1N=C(C=C1)C